Cl.Cl.FC=1C=C(C(=O)NC)C=CC1N1CCNCC1 3-fluoro-N-methyl-4-(piperazin-1-yl)benzamide dihydrochloride